(R)-4-(6-chloro-1-(methylsulfonyl)-1H-imidazo[4,5-c]pyridin-4-yl)-3-methylmorpholine ClC1=CC2=C(C(=N1)N1[C@@H](COCC1)C)N=CN2S(=O)(=O)C